2-chloro-4-methoxy-6-(methylsulfonyl)pyridine ClC1=NC(=CC(=C1)OC)S(=O)(=O)C